[2-[[(2R)-2-[[(2R)-2-(tert-butoxycarbonylamino)-3-phenyl-propionyl]amino]-4-fluoro-4-methyl-pentanoyl]amino]hexanoyl]piperidine-4-carboxylic acid methyl ester COC(=O)C1CCN(CC1)C(C(CCCC)NC([C@@H](CC(C)(C)F)NC([C@@H](CC1=CC=CC=C1)NC(=O)OC(C)(C)C)=O)=O)=O